6-hydroxy-2-cyanobenzothiazole OC1=CC2=C(N=C(S2)C#N)C=C1